ClC1=CC=C(C=N1)C([2H])([2H])O (6-chloropyridin-3-yl)-dideuteromethylalcohol